2-phenyl-N-(4-methoxyphenyl)acrylamide C1(=CC=CC=C1)C(C(=O)NC1=CC=C(C=C1)OC)=C